NC1=C2C(=NC=N1)N(N=C2I)C2CCC(CC2)=O 4-(4-amino-3-iodo-1H-pyrazolo[3,4-d]pyrimidin-1-yl)cyclohexan-1-one